N1=CC(=CC=C1)C=1SC(=C(N1)C)C(C)=O 2-(pyridine-3-yl)-4-methyl-5-acetyl-thiazole